N-[(4,5-dibromo-3-fluoro-2-thienyl)carbonyl]glycine ethyl ester C(C)OC(CNC(=O)C=1SC(=C(C1F)Br)Br)=O